N-((1S,2R,3R,4R,5S)-1-(13-((2,4-dinitrophenyl)amino)-2,5,8,11-tetraoxatridecyl)-2,3-dihydroxy-6,8-dioxabicyclo[3.2.1]octan-4-yl)-2,2,2-trifluoroacetamide [N+](=O)([O-])C1=C(C=CC(=C1)[N+](=O)[O-])NCCOCCOCCOCCOC[C@@]12[C@@H]([C@@H]([C@H]([C@@H](OC1)O2)NC(C(F)(F)F)=O)O)O